5-ethyl-2-(propan-2-yl)furan-3-carboxylic acid C(C)C1=CC(=C(O1)C(C)C)C(=O)O